1,6-dimethyl-hexacyclo[6.6.1.13,6.110,13.02,7.09,14]-4-heptadecene CC12C3C4C=CC(C3C(C3C5CCC(C31)C5)C2)(C4)C